Cl.N[C@@H](CC(=O)O)CC=1C=C(C=CC1)C1=CC(=C(C=C1)OC1=NC=C(C=C1F)Cl)F (R)-3-amino-4-(4'-((5-chloro-3-fluoropyridin-2-yl)oxy)-3'-fluoro-[1,1'-biphenyl]-3-yl)butanoic acid hydrochloride